2-fluoro-8-methyl-8-(thiazol-5-yl)-7,8-dihydro-6H-cyclopenta[e]pyrazolo[1,5-a]pyrimidine-6-carboxylic acid FC1=NN2C(N=CC3=C2C(CC3C(=O)O)(C3=CN=CS3)C)=C1